4-[(3-fluorophenyl)amino]-2-[(6-methoxy-2-methyl-1,2,3,4-tetrahydroisoquinolin-7-yl)amino]pyrimidine-5-carboxamide FC=1C=C(C=CC1)NC1=NC(=NC=C1C(=O)N)NC1=C(C=C2CCN(CC2=C1)C)OC